C(C1=CC=CC=C1)OC(=O)N(CC(CCCC(C(=O)OC)(C)C1=CC(=CC=C1)Br)(C)C)C methyl 7-(((benzyloxy)carbonyl)(methyl)amino)-2-(3-bromophenyl)-2,6,6-trimeth-ylheptanoate